aluminum tris(dioctylmalonate) C(CCCCCCC)C(C(=O)[O-])(C(=O)[O-])CCCCCCCC.C(CCCCCCC)C(C(=O)[O-])(C(=O)[O-])CCCCCCCC.C(CCCCCCC)C(C(=O)[O-])(C(=O)[O-])CCCCCCCC.[Al+3].[Al+3]